pyrazinoquinazolin-2-amine N1=C(N=CC2=CC=C3C(=C12)N=CC=N3)N